(4-nitro-1-oxoisoindolin-2-yl)piperidine-2,6-dione [N+](=O)([O-])C1=C2CN(C(C2=CC=C1)=O)N1C(CCCC1=O)=O